CC1=CC(=CO1)[C@H]1N(OCC1)C(=O)[C@@H]1CC[C@H](CC1)CN1N=C2C=C(C=CC2=C1)C#N trans-2-((4-((S)-3-(5-methylfuran-3-yl)isoxazolidine-2-carbonyl)cyclohexyl)methyl)-2H-indazole-6-carbonitrile